P(=O)([O-])([O-])[O-].[Sr+2].[Sr+2].[Sr+2].P(=O)([O-])([O-])[O-] Tristrontium phosphat